C(C)[C@H]1N(C[C@@H](N(C1)C=1C=2N=C(N(C2N2C(N1)=NN=C2)C[C@H]2OCCC2)C)C)[C@@H](C)C2=CC=C(C=C2)C(F)(F)F 4-((2S,5R)-5-ethyl-2-methyl-4-((S)-1-(4-(trifluoromethyl)phenyl)ethyl)piperazin-1-yl)-2-methyl-1-(((S)-tetrahydrofuran-2-yl)methyl)-1H-[1,2,4]triazolo[3,4-b]purine